CN1C=NC(=C1C1=CNC2=NC=C(C=C21)C=2C=C1CCN(CC1=C(C2)[C@H]2NCCOC2)C(C(C)(C)O)=O)C (R)-1-[6-[3-(1,4-dimethyl-1H-imidazol-5-yl)-1H-pyrrolo[2,3-b]pyridin-5-yl]-8-[morpholin-3-yl]-3,4-dihydroisoquinolin-2(1H)-yl]-2-hydroxy-2-methylpropan-1-one